CC1=CC(=NC(=C1)C)NC(=O)C1CN(C1)C1=C(C=C2C(C(=CN(C2=N1)C=1SC=CN1)C(=O)O)=O)F 7-{3-[(4,6-Dimethylpyridin-2-yl)carbamoyl]azetidin-1-yl}-6-fluoro-4-oxo-1-(1,3-thiazol-2-yl)-1,4-dihydro-1,8-naphthyridine-3-carboxylic acid